7-((3,4-difluorobenzyl)oxy)-5-oxo-3,5-dihydro-1H-spiro[imidazo[1,2-c]pyrimidine-2,4'-piperidine] FC=1C=C(COC=2C=C3N(C(N2)=O)CC2(CCNCC2)N3)C=CC1F